dimethylphenyl-chlorosilane (R)-2-(5-(4-(trifluoromethyl)phenoxy)-2-naphthamido)propyl-(tert-butoxycarbonyl)glycinate FC(C1=CC=C(OC2=C3C=CC(=CC3=CC=C2)C(=O)N[C@@H](CN(CC(=O)O)C(=O)OC(C)(C)C)C)C=C1)(F)F.C[Si](Cl)(C1=CC=CC=C1)C